C(C)OC(=O)C1(CC(C1)N1N=C(C(=C1N)C#N)C1=CC=C2C=CC(=NC2=C1)C1=CC=CC=C1)C (1s,3s)-3-(5-amino-4-cyano-3-(2-phenylquinolin-7-yl)-1H-pyrazol-1-yl)-1-methylcyclobutane-1-carboxylic acid ethyl ester